C(CCCCCCC\C=C/C\C=C/C\C=C/CC)(=O)OCCNC(C(=O)O)C (2-(((9z,12z,15z)-octadeca-9,12,15-trienoyl)oxy)ethylamino)propanoic acid